FC1=C(CN2C(C=C(C=C2)N2C=CC=3C2=NC=C(C3)N3CCOCC3)=O)C=CC=C1I 1-(2-Fluoro-3-iodobenzyl)-4-(5-morpholino-1H-pyrrolo[2,3-b]pyridinyl)pyridin-2(1H)-one